Methyl-1-(8-chloronaphthalen-1-yl)-5-hydroxy-1,2,3,6-tetrahydropyridine CC1N(CC(=CC1)O)C1=CC=CC2=CC=CC(=C12)Cl